P(=O)([O-])([O-])Cl Chlorophosphat